methyl (2R)-2-[(tert-butoxycarbonyl)amino]-3-iodopropanoate C(C)(C)(C)OC(=O)N[C@H](C(=O)OC)CI